(R)-1-(3-(1-((6-bromo-2-methyl-8,9-dihydro-7H-cyclopenta[h]quinazolin-4-yl)amino)ethyl)-2-fluorophenyl)-1,1-difluoro-2-methylpropan-2-ol BrC=1C=C2C(=NC(=NC2=C2C1CCC2)C)N[C@H](C)C=2C(=C(C=CC2)C(C(C)(O)C)(F)F)F